FC1(CN(CC=C1N1CCN(CC1)C1=C(C=C(C=C1)[N+](=O)[O-])F)C(=O)[O-])F 3,3-difluoro-4-(4-(2-fluoro-4-nitrophenyl)piperazin-1-yl)-3,6-dihydropyridine-1(2H)-carboxylate